((4-(1-cyanocyclopropyl)phenyl)(5-(3,5-dimethylisoxazol-4-yl)-2-methylphenyl)amino)-2-azaspiro[3.3]Heptane-2-carboxylic acid C(#N)C1(CC1)C1=CC=C(C=C1)N(C1=C(C=CC(=C1)C=1C(=NOC1C)C)C)C1N(CC12CCC2)C(=O)O